N-methyl-3-(methylamino)-1-(4-(trifluoromethyl)phenyl)-1H-indazole-5-sulfonamide CNS(=O)(=O)C=1C=C2C(=NN(C2=CC1)C1=CC=C(C=C1)C(F)(F)F)NC